BrC=1C(=NC(=NC1Cl)Cl)C=O 5-Bromo-2,6-dichloro-pyrimidine-4-carboxaldehyd